C1(=CC=CC=C1)C(C#C)(N1C=NC=C1)C1=CC=CC=C1 3,3-diphenyl-3-(imidazol-1-yl)-propyn